1-(2-Chlorophenyl)-5-methyl-N-(quinolin-2-yl)-1H-pyrazole-4-carboxamide ClC1=C(C=CC=C1)N1N=CC(=C1C)C(=O)NC1=NC2=CC=CC=C2C=C1